(E)-3-((4-(tert-butyl)phenyl)sulfonyl)-1-phenyl-prop-2-en-1-one C(C)(C)(C)C1=CC=C(C=C1)S(=O)(=O)/C=C/C(=O)C1=CC=CC=C1